C(C)(C)(C)OC(=O)N(C1=NC2=CC(=C(C=C2C=N1)Cl)Br)C(=O)OC(C)(C)C N,N-bis(tert-butoxycarbonyl)-7-bromo-6-chloroquinazolin-2-amine